O1CCN(CC1)C1=NC(=C2NC=NC2=N1)N morpholinoadenine